tert-Butyl 9-(5-chloro-1-methyl-3-(5-methylisoxazol-3-yl)-1H-pyrazole-4-carbonyl)-3,9-diazaspiro[5.5]undecane-3-carboxylate ClC1=C(C(=NN1C)C1=NOC(=C1)C)C(=O)N1CCC2(CCN(CC2)C(=O)OC(C)(C)C)CC1